C1(=CC=CC=C1)C1=C(C(=NN=N1)C=1C(=C(C=CC1)C1=CC=CC=C1)C1=C(C=CC=2SC3=C(C21)C=CC=C3)C3=C(C=CC=C3)C3=CC=CC=C3)C3=C(C=CC=C3)C3=CC=CC=C3 [phenyl(biphenylyl)triazinyl][(biphenylyl)dibenzothiophenyl]biphenyl